C(C)C1=CN=C(S1)NC(C1=CC=CC=C1)=O N-(5-ethylthiazol-2-yl)benzamide